C(C)(=O)C1=CN=C(O1)C=1C(=C2C(=NC1)NC=C2)NC2CC(C2)NS(=O)(=O)C2=NC=CC(=C2)C#N N-((1r,3r)-3-((5-(5-acetyloxazol-2-yl)-1H-pyrrolo[2,3-b]pyridin-4-yl)amino)cyclobutyl)-4-cyanopyridine-2-sulfonamide